2-(5-methoxy-3-(6-methylpyridin-2-yl)-1H-pyrazol-4-yl)-7-(piperazin-1-yl)-1,5-naphthyridine COC1=C(C(=NN1)C1=NC(=CC=C1)C)C1=NC2=CC(=CN=C2C=C1)N1CCNCC1